hydroxyisobutyric acid isopropyl ester C(C)(C)OC(C(C)(C)O)=O